NCC=1C=C(C=CC1)C1=NC(=NC(=N1)NC(C)C)NC1=CC(=NC=C1)C(F)(F)F (3-(aminomethyl)phenyl)-N2-isopropyl-N4-(2-(trifluoromethyl)pyridin-4-yl)-1,3,5-triazine-2,4-diamine